NC1=CC(=C2N3CCC[C@H]3CCCCCC(C3=NN=C(C1=N2)O3)(O)C(F)(F)F)C3CCOCC3 (12R)-20-Amino-18-(oxan-4-yl)-6-(trifluoromethyl)-22-oxa-3,4,16,21-tetraazatetracyclo[15.3.1.12,5.012,16]docosa-1(21),2,4,17,19-pentaen-6-ol